C(C)C1=NC=2N(C=C1)N=CC2C(=O)OCC Ethyl 5-ethylpyrazolo[1,5-a]pyrimidine-3-carboxylate